CC1=CC=C2C(=CC=C(C2=C1)O)[N+](=O)[O-] 7-methyl-4-nitronaphthol